4-[4-cyano-6-[1-(2,2-difluoroethyl)pyrazol-4-yl]-2-methylindazol-3-yl]-N-[(1R)-2,2-difluorocyclopropyl]-2-(difluoromethoxy)-6-methoxybenzamide C(#N)C=1C2=C(N(N=C2C=C(C1)C=1C=NN(C1)CC(F)F)C)C1=CC(=C(C(=O)N[C@H]2C(C2)(F)F)C(=C1)OC)OC(F)F